(3S)-1-[(2R)-2-aminopropyl]pyrrolidin-3-ol N[C@@H](CN1C[C@H](CC1)O)C